NC1=CC(=C(OC=2C=C3CCNC(C3=CC2)=O)C(=C1)Cl)Cl 6-(4-amino-2,6-dichlorophenoxy)-3,4-dihydroisoquinolin-1(2H)-one